3-((7H-pyrrolo[2,3-d]pyrimidin-4-yl)oxy)-N-(4-((4-ethylpiperazin-1-yl)methyl)phenyl)-4-methylbenzamide N1=CN=C(C2=C1NC=C2)OC=2C=C(C(=O)NC1=CC=C(C=C1)CN1CCN(CC1)CC)C=CC2C